C(C)OC1=C(C=C2CCN([C@H](C2=C1)CCC1=CNC2=CC=C(C=C12)OC)C(=O)N1CCOCC1)OC (S)-(7-ethoxy-6-methoxy-1-(2-(5-methoxy-1H-indol-3-yl)ethyl)-3,4-dihydroisoquinolin-2(1H)-yl)(morpholino)methanone